(R)-4-((2,2,2-trifluoro-1-phenylethoxy)methyl)aniline FC([C@H](OCC1=CC=C(N)C=C1)C1=CC=CC=C1)(F)F